3-((3-(trifluoromethyl)phenyl)carbamoyl)-4,7-dihydrothieno[2,3-c]pyridine-6(5H)-carboxylic acid tert-butyl ester C(C)(C)(C)OC(=O)N1CC2=C(CC1)C(=CS2)C(NC2=CC(=CC=C2)C(F)(F)F)=O